ethyl 2-acetyl-4,4-difluoro-butyrate C(C)(=O)C(C(=O)OCC)CC(F)F